4-(5-methyl-1,2,3-triazol-1-yl)phenylboronic acid CC1=CN=NN1C1=CC=C(C=C1)B(O)O